2-chloro-4-[[3-[1-(cyanomethyl)-3-(trifluoromethyl)pyrazol-4-yl]imidazo[1,2-a]pyrazin-8-yl]amino]-N-[(2R)-2-hydroxypropyl]benzamide ClC1=C(C(=O)NC[C@@H](C)O)C=CC(=C1)NC=1C=2N(C=CN1)C(=CN2)C=2C(=NN(C2)CC#N)C(F)(F)F